4-(5-chloro-2-methylphenyl)dihydro-2H-pyran-2,6(3H)-dione ClC=1C=CC(=C(C1)C1CC(OC(C1)=O)=O)C